[Si](C1=CC=CC=C1)(C1=CC=CC=C1)(C(C)(C)C)O[C@@]1(CN([C@@H](COC1)C)C1=NC(=NC(=N1)Cl)O[C@@H](C)[C@H]1N(C[C@@H](C1)F)C)C (3R,6R)-6-((tert-butyldiphenylsilyl)oxy)-4-(4-chloro-6-((S)-1-((2S,4R)-4-fluoro-1-methylpyrrolidin-2-yl)ethoxy)-1,3,5-triazin-2-yl)-3,6-dimethyl-1,4-oxazepane